5-methyl-1,2,3,4-tetrahydropyrimidine-2,4-dione CC=1C(NC(NC1)=O)=O